C(C)C=1OC2=C(C1)C=C(C=C2Br)Cl ethyl-7-bromo-5-chlorobenzofuran